tert-Butyl 3-hydroxy-1H-pyrazole-1-carboxylate OC1=NN(C=C1)C(=O)OC(C)(C)C